tert-butyl N-[4-hydroxy-4-(piperazin-1-ylmethyl)cyclohexyl]carbamate OC1(CCC(CC1)NC(OC(C)(C)C)=O)CN1CCNCC1